1-(2-aminophenyl)-3-{3-azido-1-[3-(trifluoromethoxy)phenyl]propyl}thiourea NC1=C(C=CC=C1)NC(=S)NC(CCN=[N+]=[N-])C1=CC(=CC=C1)OC(F)(F)F